C1(=CC=CC=C1)C=1C2=C(OC(C1)C1=CC=C(C=C1)N1CCNCC1)C=1C=C(C=CC1C1=C2C(C2=CC(=CC=C21)OC)(C)C)OC Phenyl-3-(4-piperazinophenyl)-6,11-dimethoxy-13,13-dimethyl-3H,13H-indeno[2',3':3,4]naphtho[1,2-b]pyran